6-bromo-2-(((tert-butyldimethylsilyl)oxy)methyl)-4H-benzo[b][1,2,4]triazolo[1,5-d][1,4]oxazine-7-d BrC1=C(C=CC2=C1OCC=1N2N=C(N1)CO[Si](C)(C)C(C)(C)C)[2H]